BrC1=CC=C(O1)C1=C(NC(=C1)CCCCCCCC)CCCCCC(CC)C=1OC(=CC1)Br 3,6-bis(5-bromofuran-2-yl)-2,5-dioctylpyrrole